BrC1=CC(=C(C(=O)OC)C(=C1)F)CC#N methyl 4-bromo-2-(cyanomethyl)-6-fluorobenzoate